Nickel nitrilotriacetic acid N(CC(=O)O)(CC(=O)O)CC(=O)O.[Ni]